1-cyclohexene-1-carboxylic acid pentahydrate O.O.O.O.O.C1(=CCCCC1)C(=O)O